OC(CC(=O)OCCCCCN(CC(O[Si](C(C)(C)C)(C)C)CCCCCCCC)CC(O[Si](C(C)(C)C)(C)C)CCCCCCCC)(CC(=O)OCCCCCN(CC(O[Si](C(C)(C)C)(C)C)CCCCCCCC)CC(O[Si](C(C)(C)C)(C)C)CCCCCCCC)C 1,5-bis[5-(2,2,3,3,11,11,12,12-octamethyl-5,9-dioctyl-4,10-dioxa-7-aza-3,11-disilatridecan-7-yl)pentyl] 3-hydroxy-3-methylpentanedioate